tert-butyl 2'-(methylthio)-4'-(((trifluoromethyl) sulfonyl) oxy)-5',6'-dihydro-7'H-spiro[cyclopropane-1,8'-pyrido[3,4-d]pyrimidine]-7'-carboxylate CSC=1N=C(C2=C(N1)C1(N(CC2)C(=O)OC(C)(C)C)CC1)OS(=O)(=O)C(F)(F)F